SC1CC(C1)N[C@@H]1C[C@H](CC1)NC(OCC1=CC=C(C=C1)[N+](=O)[O-])=O 4-nitrobenzyl ((1S,3S)-3-(((1R,3S)-3-mercaptocyclobutyl)amino)cyclopentyl)carbamate